(S)-2-((5-(6-((2-fluoro-4-isocyanobenzyl)oxy)pyridin-2-yl)-3,4,5,6-tetrahydropyrrolo[3,4-c]pyrrol-2(1H)-yl)methyl)-1-(oxetan-2-ylmethyl)-1H-benzo[d]imidazole-6-carboxylic acid FC1=C(COC2=CC=CC(=N2)N2CC3=C(C2)CN(C3)CC3=NC2=C(N3C[C@H]3OCC3)C=C(C=C2)C(=O)O)C=CC(=C1)[N+]#[C-]